C(C)(C)(C)OC(=O)N1CC2=CC(=C(C(=C2CC1)Cl)O)Cl 5,7-dichloro-6-hydroxy-3,4-dihydroisoquinoline-2(1H)-carboxylic acid tert-butyl ester